BrC=1C=C(C=2C(N(CC2C1)[C@@H](C)C1CC1)=O)S(=O)(=O)NC1=CC(=CC=C1)C#N (S)-6-bromo-N-(3-cyanophenyl)-2-(1-cyclopropylethyl)-3-oxoisoindoline-4-sulfonamide